C(C)(C)(C)OC(=O)N1CCC2(CC(=NO2)[C@@H]2CC[C@H](CC2)C(SC)=NC)CC1 3-{trans-4-[(methylimino)(methylsulfanyl)methyl]cyclohexyl}-1-oxa-2,8-diazaspiro[4.5]dec-2-en-8-carboxylic acid tert-butyl ester